(R)-N-(4-(chlorodifluoromethoxy)phenyl)-6-(3-hydroxypyrrolidin-1-yl)-5-((4-Nitropyridin-3-yl)amino)nicotinamide ClC(OC1=CC=C(C=C1)NC(C1=CN=C(C(=C1)NC=1C=NC=CC1[N+](=O)[O-])N1C[C@@H](CC1)O)=O)(F)F